5-Bromo-2-(bromomethyl)-3-fluoropyridine BrC=1C=C(C(=NC1)CBr)F